C1(CC1)C(=O)N1C(NC(C2=CC3=C(C=C12)CCN3)=O)C N-Cyclopropylformyl-2-methyl-7,8-dihydro-3H-pyrrolo[2,3-g]quinazolin-4(6H)-one